N-(4-bromo-6-methylpyridin-2-yl)acetamide BrC1=CC(=NC(=C1)C)NC(C)=O